FC(C=1C=C(C=CC1F)N1C=C(C=2[C@@H](C(CCC12)(F)F)O)S(=O)(=O)CF)F (S)-1-(3-(difluoromethyl)-4-fluorophenyl)-5,5-difluoro-3-((fluoromethyl)sulfonyl)-4,5,6,7-tetrahydro-1H-indol-4-ol